5-chloro-N2-(2-methoxy-4-(morpholinosulfonyl)phenyl)-N4-methyl-7H-pyrrolo[2,3-d]pyrimidine-2,4-diamine ClC1=CNC=2N=C(N=C(C21)NC)NC2=C(C=C(C=C2)S(=O)(=O)N2CCOCC2)OC